ClC=1N=CC=2N(C(C3=C(NC2N1)C=CC=C3)=O)C 2-chloro-5-methyl-5,11-dihydro-6H-benzo[e]pyrimido[5,4-b][1,4]diazepin-6-one